3-(1-oxo-5-((3-(piperazin-1-yl)azetidin-1-yl)methyl)isoindolin-2-yl)piperidine-2,6-dione O=C1N(CC2=CC(=CC=C12)CN1CC(C1)N1CCNCC1)C1C(NC(CC1)=O)=O